(aminomethyl)-2-furanmethanol NCC1=C(OC=C1)CO